N1=CC=CC(=C1)C=1C=CC=NC1 bipyridine-5-yl